7,7,9,9,9-pentafluorononanenitrile FC(CCCCCC#N)(CC(F)(F)F)F